ClC1=C(C=C(C=C1)NCC#CC=1N(C2=CC=C(C=C2C1)CNC1CCN(CC1)C(CN(C)C)=O)CC(F)(F)F)F 1-(4-{[(2-{3-[(4-chloro-3-fluorophenyl)amino]prop-1-yn-1-yl}-1-(2,2,2-trifluoroethyl)-1H-indol-5-yl)methyl]amino}piperidin-1-yl)-2-(dimethylamino)ethan-1-one